(3S,7aR,11aR)-9-(cyclohexylmethyl)-3-isopropyl-2,3,6,7,7a,8,10,11-octahydrooxazolo[2,3-j][1,6]naphthyridin-5-one C1(CCCCC1)CN1C[C@H]2CCC(N3[C@]2(CC1)OC[C@@H]3C(C)C)=O